3,4,5-trimethylheptane CC(CC)C(C(CC)C)C